N-(6-Chloro-4-methyl-pyridazin-3-yl)-3-(2-trimethylsilylethoxymethyl)-1,3-benzothiazol-2-imine ClC1=CC(=C(N=N1)N=C1SC2=C(N1COCC[Si](C)(C)C)C=CC=C2)C